1-propyl-pyridinium iodide [I-].C(CC)[N+]1=CC=CC=C1